N-((3R,4S)-3-fluoro-1-(methylsulfonyl)piperidin-4-yl)-7-(pyridin-2-yl)pyrrolo[2,1-f][1,2,4]triazin-2-amine F[C@@H]1CN(CC[C@@H]1NC1=NN2C(C=N1)=CC=C2C2=NC=CC=C2)S(=O)(=O)C